(2s,3s,4r,5r)-5-(6-(3-(trifluoromethyl)benzylamino)-2-(5-methoxypyridin-3-yl)-9H-purin-9-yl)-3,4-dihydroxy-N-methyl-tetrahydrofuran-2-carboxamide FC(C=1C=C(CNC2=C3N=CN(C3=NC(=N2)C=2C=NC=C(C2)OC)[C@H]2[C@@H]([C@@H]([C@H](O2)C(=O)NC)O)O)C=CC1)(F)F